5-(4-(1-((5-chloro-6-(4-(methylsulfonyl)phenyl)imidazo[2,1-b][1,3,4]thiadiazol-2-yl)oxy)ethyl)piperidin-1-yl)-3-isopropyl-1,2,4-oxadiazole ClC1=C(N=C2SC(=NN21)OC(C)C2CCN(CC2)C2=NC(=NO2)C(C)C)C2=CC=C(C=C2)S(=O)(=O)C